7-chloro-1-methyl-5-phenyl-3H-1,4-benzodiazepin-2-one ClC=1C=CC2=C(C(=NCC(N2C)=O)C2=CC=CC=C2)C1